1-(perfluorophenethyl)guanidine hydrochloride Cl.FC(C(C1=C(C(=C(C(=C1F)F)F)F)F)(F)F)(NC(=N)N)F